9,9-bis(4-(2-hydroxyethoxy)phenyl)-fluorene OCCOC1=CC=C(C=C1)C1(C2=CC=CC=C2C=2C=CC=CC12)C1=CC=C(C=C1)OCCO